COC=1C=C2C3C=CC(C(C2=CC1)N3CC3=CC=C(C=C3)OC)=O 4-Methoxy-12-[(4-methoxyphenyl)methyl]-12-azatricyclo[6.3.1.02,7]dodeca-2,4,6,10-tetraen-9-one